N-{[4-(cyclopropyloxy)-pyrimidin-5-yl]methyl}-4-(difluoromethoxy)-3-fluorobenzamide C1(CC1)OC1=NC=NC=C1CNC(C1=CC(=C(C=C1)OC(F)F)F)=O